Ethyl 2-[5-[[(3S)-1-(5-amino-3-pyridyl) piperidine-3-carbonyl]amino]-2-oxo-1-pyridyl]acetate NC=1C=C(C=NC1)N1C[C@H](CCC1)C(=O)NC=1C=CC(N(C1)CC(=O)OCC)=O